methyl (S,E)-(7-(dimethylamino)-1-((1-((6-fluoro-4-(2,2,2-trifluoroethoxy)-1H-benzo[d]imidazol-2-yl)methyl)-2-oxo-1,2-dihydropyridin-3-yl)amino)-1,7-dioxohept-5-en-2-yl)carbamate CN(C(/C=C/CC[C@@H](C(=O)NC=1C(N(C=CC1)CC1=NC2=C(N1)C=C(C=C2OCC(F)(F)F)F)=O)NC(OC)=O)=O)C